C(C)(=O)NC=1C=C(C=C(C1)C(C)(C)C)NC1=C(C(C(=O)OC)=CC=C1)C(=O)OC dimethyl 3-((3-acetamido-5-(tert-butyl)phenyl)amino)phthalate